(7S)-5,8-diethyl-2-(((1-(4-fluorobenzyl)-1H-pyrazol-4-yl)methyl)amino)-7-methyl-7,8-dihydropteridin-6(5H)-one C(C)N1C=2C=NC(=NC2N([C@H](C1=O)C)CC)NCC=1C=NN(C1)CC1=CC=C(C=C1)F